[I-].C([2H])([2H])([2H])[Zn+] (methyl-d3)zinc (II) iodide